C(=O)C1=CC=C(C=C1)C1=CC=C(C(=N1)OC)NC(=O)C=1C(=NOC1C)C1=CC=CC=C1 N-[6-(4-formylphenyl)-2-methoxy-3-pyridyl]-5-methyl-3-phenyl-isoxazole-4-carboxamide